C(C1=CC=CC=C1)OC(CC(C(=O)O)(C)C)=O 4-(benzyloxy)-2,2-dimethyl-4-oxobutanoic acid